(2S,3S)-ethyl 3-((2-bromo-5-fluoro-6-(1,2,3-thiadiazol-5-yl)pyrimidin-4-yl)amino)bicyclo[2.2.2]octane-2-carboxylate BrC1=NC(=C(C(=N1)N[C@@H]1[C@H](C2CCC1CC2)C(=O)OCC)F)C2=CN=NS2